C(C)(C)(C)OC(=O)N1C[C@H](CCC1)NC1=NC=C(C(=N1)C1=CNC2=C(C(=CC=C12)F)SC)C(F)(F)F (S)-3-((4-(6-fluoro-7-(methylthio)-1H-indol-3-yl)-5-(trifluoromethyl)pyrimidin-2-yl)amino)piperidine-1-carboxylic acid tert-butyl ester